1,4-bis(tertiary-butoxycarbonyl)piperazine-2-carboxylic acid C(C)(C)(C)OC(=O)N1C(CN(CC1)C(=O)OC(C)(C)C)C(=O)O